tert-Butyl 6-(3-(2-chloro-4-fluorobenzyl)pyridin-4-yl)-2,6-diazaspiro[3.3]heptane-2-carboxylate TFA salt OC(=O)C(F)(F)F.ClC1=C(CC=2C=NC=CC2N2CC3(CN(C3)C(=O)OC(C)(C)C)C2)C=CC(=C1)F